NC=1C=CC(=NC1)N1N=C(C(=C1)C1=CN=C(N1C)C(=O)NC1=CC(=C(C=C1)C(=O)N1CCNCCC1)Cl)C(F)(F)F 5-[1-(5-amino-2-pyridinyl)-3-(trifluoromethyl)pyrazol-4-yl]-N-[3-chloro-4-(1,4-diazepan-1-carbonyl)phenyl]-1-methyl-imidazole-2-carboxamide